CC=1C=C(C=C(C#N)C#N)C=C(C1O)C 2-(3,5-dimethyl-4-hydroxy-benzylidene)-malononitrile